8-Chloro-3-(2-ethoxy-ethyl)-indolizine-1-carboxylic acid ((1R,3R)-1-hydroxy-3-methyl-cyclohexylmethyl)-amide O[C@]1(C[C@@H](CCC1)C)CNC(=O)C=1C=C(N2C=CC=C(C12)Cl)CCOCC